C1(=CC=CC=C1)C=1OC(OC1)=O 4-phenyl-1,3-dioxol-2-one